N4-[5-Chloro-4-(1H-indol-3-yl)pyrimidin-2-yl]-N1-(2-dimethylamino-ethyl)-5-methoxy-M-methylbenzene-1,2,4-triamine ClC=1C(=NC(=NC1)NC=1C(=C(C(=CC1OC)NCCN(C)C)N)C)C1=CNC2=CC=CC=C12